(E)-3-(4-bromophenyl)-1-(2,4-dihydroxy-6-methoxyphenyl)prop-2-en-1-one BrC1=CC=C(C=C1)/C=C/C(=O)C1=C(C=C(C=C1OC)O)O